FN(C(C(C(C(C(C(C(C(C(C(C(C(F)(F)F)(F)F)(F)F)(F)F)(F)F)(F)F)(F)F)(F)F)(F)F)(F)F)(F)F)(F)F)F perfluoro-dodecylamine